NC1(CCN(CC1)C=1N=C(C2=C(N1)NC=C2C2=C(C1=CN(N=C1C=C2)C([2H])([2H])[2H])Cl)C#N)C2=CC=CC=C2 2-(4-amino-4-phenylpiperidin-1-yl)-5-(4-chloro-2-(methyl-d3)-2H-indazol-5-yl)-7H-pyrrolo[2,3-d]pyrimidine-4-carbonitrile